tert-butyl 3-(4-(4-(5-(2-((tert-butoxycarbonyl)amino)pyridin-4-yl)-2-methyl-3H-imidazo[4,5-b]pyridin-3-yl)-2,6-difluorophenyl)piperazin-1-yl)azetidine-1-carboxylate C(C)(C)(C)OC(=O)NC1=NC=CC(=C1)C1=CC=C2C(=N1)N(C(=N2)C)C2=CC(=C(C(=C2)F)N2CCN(CC2)C2CN(C2)C(=O)OC(C)(C)C)F